(bis(2,6-dimethoxyphenyl)phosphino)-9H-carbazole-9-carboxamide COC1=C(C(=CC=C1)OC)P(C1=C(C=CC=C1OC)OC)C1=CC=CC=2C3=CC=CC=C3N(C12)C(=O)N